(6-neopentylbenzofuran-2-yl)boronic acid C(C(C)(C)C)C1=CC2=C(C=C(O2)B(O)O)C=C1